ClC1=NC=2N(C(=C1C1=C(C=C(C=C1F)F)F)N[C@@](C)(C(C)(C)C)[2H])N=CN2 (S)-5-chloro-N-(3,3-dimethylbutan-2-yl-2-d)-6-(2,4,6-trifluorophenyl)-[1,2,4]triazolo[1,5-a]pyrimidin-7-amine